(3S,5S)-3-(1,1-dioxo-1λ6,2-thiazolidine-2-yl)-5-fluoropiperidine-1-carboxylic acid tert-butyl ester C(C)(C)(C)OC(=O)N1C[C@H](C[C@@H](C1)F)N1S(CCC1)(=O)=O